(3S)-3-[(4,4-difluoro-1-piperidinyl)methyl]-1,2,3,4-tetrahydroisoquinoline FC1(CCN(CC1)C[C@H]1NCC2=CC=CC=C2C1)F